FC(C1=CC=C(C=N1)C1=NC=CC=C1)(F)F 6'-(trifluoromethyl)-[2,3'-bipyridine]